6-methyl-4-((R)-3-methylmorpholinyl)-2-(1H-pyrazol-3-yl)-6,7-dihydro-1,3,7,9a-tetraazabenzo[cd]azulene-8(9H)-one CC1C=2C3=C(C(=NN3CC(N1)=O)C1=NNC=C1)N=C(C2)N2[C@@H](COCC2)C